The molecule is an anthracenetriol having the three hydroxy substituents at the 1-, 2- and 10-positions. It has a role as an allergen. C1=CC=C2C(=C1)C=C3C(=C2O)C=CC(=C3O)O